ClC=1C=C(C=C(C1)F)C#CCN1C(C=C(C=C1)C=1OC(=NN1)C(F)F)=O 1-(3-(3-chloro-5-fluorophenyl)prop-2-yn-1-yl)-4-(5-(difluoromethyl)-1,3,4-oxadiazol-2-yl)pyridin-2(1H)-one